5-({5-[4-(3-aminopropoxy)-6-methoxypyrimidin-5-yl]-1H-pyrazol-3-yl}amino)pyrazine-2-carbonitrile NCCCOC1=NC=NC(=C1C1=CC(=NN1)NC=1N=CC(=NC1)C#N)OC